C(C)N1N=C2C=CC(=CC2=C1C(=O)OC)B1OC(C(O1)(C)C)(C)C methyl 2-ethyl-5-(4,4,5,5-tetramethyl-1,3,2-dioxaborolan-2-yl)-2H-indazole-3-carboxylate